NC1=C(C(=O)NC2=NC=C(C=C2)C)C=CC=C1 2-amino-N-(5-methyl-2-pyridyl)benzamide